C[Si]1(CCN(CC1)C1=C(C(=O)NC2=CC=C3CCN(C3=C2)S(=O)(=O)C)C=CC(=C1)NS(=O)(=O)CCO)C 2-(4,4-dimethyl-1,4-azasilinan-1-yl)-4-((2-hydroxyethyl)sulfonamido)-N-(1-(methylsulfonyl)indolin-6-yl)benzamide